(R)-3-(5-(1,3-dioxolan-2-yl)-6,7-difluorobenzo[d]isoxazol-3-yl)-4-methylthiazolin-2-one O1C(OCC1)C=1C(=C(C2=C(C(=NO2)N2C(SC=C2C)=O)C1)F)F